3-(1H-indole-6-sulfonyl)-urea N1C=CC2=CC=C(C=C12)S(=O)(=O)NC(N)=O